C(C)C1=C(N)C(=CC(=C1)CC)CC 2,4,6-triethylaniline